O[C@H]1[C@H](O)[C@@H](O)[C@H](O1)[C@H](O)CO β-D-Glucofuranose